C1(CC1)C(=O)C=1N=C2N(N1)[C@@H](C[C@@]2([2H])Cl)C2=CC=CC=C2 |r| cyclopropyl-[rac-(5S,7R)-7-chloro-7-deuterio-5-phenyl-5,6-dihydropyrrolo[1,2-b][1,2,4]triazol-2-yl]methanone